(S)-N-[(R)-(4,5-dichloro-2-hydroxyphenyl)[1-(5-oxomorpholine-2-carbonyl)piperidin-4-yl]methyl]-2-methylpropane-2-sulfinamide ClC1=CC(=C(C=C1Cl)[C@H](N[S@@](=O)C(C)(C)C)C1CCN(CC1)C(=O)C1CNC(CO1)=O)O